4-piperidylmethyl 6-[5-(6-methyl-2-pyridyl)-1H-imidazol-4-yl]quinoline-3-carboxylate CC1=CC=CC(=N1)C1=C(N=CN1)C=1C=C2C=C(C=NC2=CC1)C(=O)OCC1CCNCC1